N1CC(C1)C1=CC=CC=2N(C(N(C21)C)=O)C2C(NC(CC2)=O)=O 3-[4-(azetidin-3-yl)-3-methyl-2-oxo-1,3-benzodiazol-1-yl]piperidine-2,6-dione